N-Cbz-L-alanine C(=O)(OCC1=CC=CC=C1)N[C@@H](C)C(=O)O